CN1C(OC2=C1C=CC(=C2)OCCN2CCC1(CC2)C(NC2=CC=C(C=C21)C#N)=O)=O 1'-{2-[(3-methyl-2-oxo-2,3-dihydro-1,3-benzoxazol-6-yl)oxy]ethyl}-2-oxo-1,2-dihydrospiro[indole-3,4'-piperidine]-5-carbonitrile